deoxy-D-xylulose 5-phosphate [2H]CC(=O)[C@H]([C@@H](COP(=O)(O)O)O)O